N-(3-fluoro-4-((2-(5-((3-methoxypiperidin-1-yl)methyl)pyridin-2-yl)thieno[3,2-b]pyridine-7-yl)oxy)phenyl)-5-(4-fluorophenyl)-6-oxo-2,3,5,6-tetrahydrofuro[3,2-c]pyridine-7-carboxamide FC=1C=C(C=CC1OC1=C2C(=NC=C1)C=C(S2)C2=NC=C(C=C2)CN2CC(CCC2)OC)NC(=O)C2=C1C(=CN(C2=O)C2=CC=C(C=C2)F)CCO1